BrC1CC(C1)C(F)F 1-bromo-3-(difluoromethyl)cyclobutane